5-(6-methoxypyrimidin-4-yl)-2-(6-{3-[(1-methylcyclobutyl)amino]pyrrolidin-1-yl}pyridazin-3-yl)phenol COC1=CC(=NC=N1)C=1C=CC(=C(C1)O)C=1N=NC(=CC1)N1CC(CC1)NC1(CCC1)C